N1(C=NC=C1)C1=CC(=NC=C1)C(=O)NC1(CCCCC1)C 4-(1H-imidazol-1-yl)-N-(1-methylcyclohexyl)picolinamide